7-bromo-9-hexyl-N,N-diphenyl-9H-carbazole-2-amine BrC1=CC=C2C=3C=CC(=CC3N(C2=C1)CCCCCC)N(C1=CC=CC=C1)C1=CC=CC=C1